tert-butyl((3aR,4R,7S,7aR)-4-(hydroxymethyl)-2,2-dimethyltetrahydro-4H-[1,3]dioxolo[4,5-c]pyran-7-yl)carbamate C(C)(C)(C)OC(N[C@@H]1[C@@H]2[C@H]([C@H](OC1)CO)OC(O2)(C)C)=O